N[C@H](C)CCCN(CC)CC |r| (+/-)-2-amino-5-diethylaminopentane